CC1=C(C=CC=C1)\C(\C(=O)OC)=N/OC methyl (E)-2-methyl-α-methoxyiminophenylacetate